FC=1C=C(C=CC1C(F)(F)F)C1=CC(=C(C=C1)NCCS(=O)(=O)NC)C1=NN(C=C1)C 2-((3'-fluoro-3-(1-methyl-1H-pyrazol-3-yl)-4'-(trifluoromethyl)-[1,1'-biphenyl]-4-yl)amino)-N-methylethane-1-sulfonamide